4-amino-2-(4-methoxybenzyl)isoindoline-1,3-dione NC1=C2C(N(C(C2=CC=C1)=O)CC1=CC=C(C=C1)OC)=O